3-chloro-1-[3-(3-methyl-1H-pyrrolo[2,3-b]pyridin-4-yl)-2-[3-(trifluoromethyl)phenyl]-6,7-dihydropyrazolo[1,5-a]pyrazin-5(4H)-yl]propan-1-one ClCCC(=O)N1CC=2N(CC1)N=C(C2C2=C1C(=NC=C2)NC=C1C)C1=CC(=CC=C1)C(F)(F)F